BrC1=CC=C(C=C1)C(C(=O)OCC)(C(F)(F)F)O ethyl 2-(4-bromophenyl)-3,3,3-trifluoro-2-hydroxy-propanoat